C1(=CC=CC=C1)P(=S)(C1=CC=CC=C1)C(C(=O)O)CC(=O)O 2-(diphenyl-thiophosphoryl)succinic acid